N-(2,2-dimethoxyethyl)methanesulfonamide COC(CNS(=O)(=O)C)OC